1-(3-Methoxyphenyl)-9-methyl-3-(trifluoromethyl)-3H-pyrrolo[1,2-a]indol-3-ol COC=1C=C(C=CC1)C1=CC(N2C1=C(C=1C=CC=CC21)C)(O)C(F)(F)F